ClC=1C=C(C2=CC=CC=C2C1)C1=CC=C(C=C1)C1=CC=NC(=N1)C1=CC=CC=C1 6-(4-(3-chloronaphthalen-1-yl)phenyl)-2-phenylpyrimidine